5-bromo-3-((2,2-dimethyltetrahydro-2H-pyran-4-yl)(ethyl)amino)-2-methylbenzoic acid methyl ester COC(C1=C(C(=CC(=C1)Br)N(CC)C1CC(OCC1)(C)C)C)=O